N-(4-bromophenyl)-2-oxo-1-phenyl-1,2,4,5,6,7-hexahydropyrazolo[1,5-a]pyridine-3-carboxamide BrC1=CC=C(C=C1)NC(=O)C=1C(N(N2C1CCCC2)C2=CC=CC=C2)=O